5-Fluoro-7-(((cis)-4-fluoro-1-methylpyrrolidin-3-yl)methoxy)-2-(((tetrahydro-2H-pyran-4-yl)thio)methyl)quinazolin-4(3H)-one FC1=C2C(NC(=NC2=CC(=C1)OC[C@@H]1CN(C[C@@H]1F)C)CSC1CCOCC1)=O